ClC1=C2CN(C(C2=C(C=C1)C(F)(F)F)=O)C1C(NC(CC1)=O)=O 3-(4-chloro-1-oxo-7-(trifluoromethyl)isoindolin-2-yl)piperidine-2,6-dione